C(C)(C)C1=C(C=CC=C1)C=1NC(C2=C(N1)C=CC(=N2)OC)=O 2-(2-isopropylphenyl)-6-methoxypyrido[3,2-d]pyrimidin-4(3H)-one